2-(4-cyclopropyl-6-methoxypyrimidin-5-yl)-9-(4-(1-isopropyl-4-(trifluoromethyl)-1H-imidazol-2-yl)benzyl)-8-(1H-pyrazol-3-yl)-9H-purine C1(CC1)C1=NC=NC(=C1C1=NC=C2N=C(N(C2=N1)CC1=CC=C(C=C1)C=1N(C=C(N1)C(F)(F)F)C(C)C)C1=NNC=C1)OC